(R)-6-(7-Chloro-1H-benzo[d]imidazole-2-carbonyl)-5-methyl-5,6,7,8-tetrahydro-1,6-naphthyridine-2-carbonitrile ClC1=CC=CC2=C1NC(=N2)C(=O)N2[C@@H](C=1C=CC(=NC1CC2)C#N)C